OC1=C(C=C(C(=C1)Cl)Cl)N1N=C2C(=N1)C=CC=C2 2-(2'-hydroxy-4',5'-dichlorophenyl)benzotriazole